2-((4-chlorobenzyl)sulfinyl)-5-phenyl-1,3,4-oxadiazole ClC1=CC=C(CS(=O)C=2OC(=NN2)C2=CC=CC=C2)C=C1